2-{[8-(4-amino-3-methylphenyl)-3-oxo-1H,2H,3H-benzo[e]isoindol-2-yl]methyl}prop-2-enamide NC1=C(C=C(C=C1)C=1C=CC2=C(C=3CN(C(C3C=C2)=O)CC(C(=O)N)=C)C1)C